4-((1-(3-amino-5-(trifluoromethyl)phenyl)ethyl)amino)-2-cyclopropylquinazoline NC=1C=C(C=C(C1)C(F)(F)F)C(C)NC1=NC(=NC2=CC=CC=C12)C1CC1